O[C@H]1[C@H]([C@@H](NC1)CC1=CC=C(C=C1)OC)N(C(O)=O)CCN(CCOC)CCOC.C(=O)(OC(C)(C)C)N1C(COCC1)=O N-Bocmorpholinone (2S,3S,4R)-4-hydroxy-2-[(4-methoxyphenyl)methyl]pyrrolidin-3-yl-N-{2-[bis(2-methoxyethyl)amino]ethyl}carbamate